OC1(CC(C1)C(=O)N1CC2(C1)C[C@@H](CC2)C2=C1C=NN(C1=CC=C2)C)C |r| (rac)-((1s,3s)-3-Hydroxy-3-methylcyclobutyl)(6-(1-methyl-1H-indazol-4-yl)-2-azaspiro[3.4]octan-2-yl)methanon